C[C@H]1O[C@H](CN(C1)CC=1OC(=CN1)CO)C (2-(((2r,6s)-2,6-dimethylmorpholino)methyl)oxazol-5-yl)methanol